di-behenyl-dimethyl-ammonium chloride [Cl-].C(CCCCCCCCCCCCCCCCCCCCC)[N+](C)(C)CCCCCCCCCCCCCCCCCCCCCC